C(CCC)OC=1C=C2C(=NN(C2=CC1)C(C1=CC=CC=C1)(C1=CC=CC=C1)C1=CC=CC=C1)NC(=O)[C@H]1CN(CCC1)C(=O)OC(C)(C)C tert-Butyl (3R)-3-[(5-butoxy-1-trityl-1H-indazol-3-yl)carbamoyl]piperidine-1-carboxylate